tert-butyl 6-bromo-3,3-difluoro-7-methyl-1H,2H,3H-pyrrolo[3,2-b]pyridine-1-carboxylate BrC=1C(=C2C(=NC1)C(CN2C(=O)OC(C)(C)C)(F)F)C